O1CCC2=C1C=C(C=C2)[C@H](C)N2CCN(CC2)C2=NC=C(C=N2)[S@@](=O)(C)=NCC (S)-(2-(4-((S)-1-(2,3-dihydrobenzofuran-6-yl)ethyl)piperazin-1-yl)pyrimidin-5-yl)(ethylimino)(methyl)-λ6-sulfanone